[K+].ClC1=NC(=CC(=N1)C(=O)[O-])C1=CC=C(C=C1)F 2-chloro-6-(4-fluorophenyl)pyrimidine-4-carboxylic acid potassium salt